1H-3H-pyrazolo[1,5-a][1,3,5]triazine N1C=2N(CNC1)N=CC2